tert-butyl (3S,4S)-4-(1-(2,6-dioxopiperidin-3-yl)-3-ethyl-2-oxo-2,3-dihydro-1H-benzo[d]imidazol-5-yl)-3-hydroxypiperidine-1-carboxylate O=C1NC(CCC1N1C(N(C2=C1C=CC(=C2)[C@H]2[C@@H](CN(CC2)C(=O)OC(C)(C)C)O)CC)=O)=O